5-[4-amino-5-(trifluoromethyl)-pyrrolo[2,1-f][1,2,4]triazin-7-yl]-N-[(3R,4S)-1-[1-(3,3-difluorocyclopentyl)ethyl]-4-fluoropyrrolidin-3-yl]-2-methoxypyridine-3-carboxamide NC1=NC=NN2C1=C(C=C2C=2C=C(C(=NC2)OC)C(=O)N[C@@H]2CN(C[C@@H]2F)C(C)C2CC(CC2)(F)F)C(F)(F)F